(3R)-3-({2-[4-(methylsulfanyl)phenyl][1,2,4]triazolo[1,5-c]quinazolin-5-yl}amino)azepin-2-one CSC1=CC=C(C=C1)C1=NN2C(=NC=3C=CC=CC3C2=N1)NC=1C(N=CC=CC1)=O